FC=1C=CC(=C2C=C(N(C12)CCNC1=CC(=NC=N1)C1=CC(=C(C(=O)O)C=C1)[N+](=O)[O-])C)OC 4-{6-[2-(7-Fluoro-4-methoxy-2-methyl-indol-1-yl)-ethylamino]-pyrimidin-4-yl}-2-nitrobenzoic acid